2-cyclohexyl-3-cyclopentyl-succinic acid Diisobutyl ester C(C(C)C)OC(C(C(C(=O)OCC(C)C)C1CCCC1)C1CCCCC1)=O